2-(2-fluoro-6-methylbenzamido)butanoic acid FC1=C(C(=O)NC(C(=O)O)CC)C(=CC=C1)C